C(C(=C)C)(=O)OC(COC1=CC=C(C=C1)N=NC1=C(C=C(C=C1)O)OC)COC 1-(4-((4-hydroxy-2-methoxyphenyl) diazenyl) phenoxy)-3-methoxyprop-2-yl methacrylate